4-((2'S,3S,4'R,5'R)-1-(3-carboxybenzyl)-6-chloro-4'-(3-chlorophenyl)-2'-neopentyl-spiro[indoline-3,3'-pyrrolidine]-5'-carboxamido)-3-methoxybenzoic acid C(=O)(O)C=1C=C(CN2C[C@@]3([C@@H](N[C@H]([C@@H]3C3=CC(=CC=C3)Cl)C(=O)NC3=C(C=C(C(=O)O)C=C3)OC)CC(C)(C)C)C3=CC=C(C=C23)Cl)C=CC1